NC1=C(C=C(C=N1)C=1C=NN(C1)C1CCN(CC1)C(CCCCNC1=C2C(N(C(C2=CC=C1)=O)C1C(NC(CC1)=O)=O)=O)=O)O[C@H](C)C1=C(C(=CC=C1Cl)F)Cl 4-((5-(4-(4-(6-amino-5-((R)-1-(2,6-dichloro-3-fluorophenyl)ethoxy)pyridin-3-yl)-1H-pyrazol-1-yl)piperidin-1-yl)-5-oxopentyl)amino)-2-(2,6-dioxopiperidin-3-yl)isoindoline-1,3-dione